1,3,5-tri-methylbarbituric acid CN1C(=O)N(C(=O)C(C1=O)C)C